[Ni](Cl)Cl.C1(=CC=CC=C1)C1(N(CCN1)C)C1=CC=CC=C1 Bis-phenyl-1-methylimidazolidine nickel dichloride